2-(pyrrolidin-1-yl)naphthalene-1,4-dione N1(CCCC1)C=1C(C2=CC=CC=C2C(C1)=O)=O